The molecule is a pentacyclic triterpenoid that is urs-12-en-28-oic acid substituted by hydroxy groups at positions 3, 6 and 24 (the 3alpha,6alpha stereoisomer). Isolated from Salvia santolinifolia, it exhibits inhibitory activity against cholinesterase. It has a role as a metabolite and an EC 3.1.1.8 (cholinesterase) inhibitor. It is a hydroxy monocarboxylic acid, a pentacyclic triterpenoid and a triol. It derives from a hydride of an ursane. C[C@]12CC[C@H]([C@]([C@@H]1[C@H](C[C@@]3([C@@H]2CC=C4[C@]3(CC[C@@]5([C@H]4CC(CC5)(C)C)C(=O)O)C)C)O)(C)CO)O